1,3-dimethyl-5-(4,4,5,5-tetramethyl-1,3,2-dioxaborolan-2-yl)pyrazoleAcetyl-CoA CN1NC(C=C1B1OC(C(O1)(C)C)(C)C)(CC(=O)SCCNC(CCNC([C@@H](C(COP(OP(OC[C@@H]1[C@H]([C@H]([C@@H](O1)N1C=NC=2C(N)=NC=NC12)O)OP(=O)(O)O)(=O)O)(=O)O)(C)C)O)=O)=O)C